ClC1=CC2=C(C=N1)C=C(N2COCC[Si](C)(C)C)C2=NC(=NC=C2)OCC 6-Chloro-2-(2-ethoxypyrimidin-4-yl)-1-((2-(trimethylsilyl)ethoxy)methyl)-1H-pyrrolo[3,2-c]pyridine